FC=1C=C(C(=O)NC)C=C(C1F)C=1C=NN2C1N=C(C(=C2)C2=CC(N(C=C2)C(C)C)=O)N[C@@H]2COCC2 (S)-3,4-Difluoro-5-(6-(1-isopropyl-2-oxo-1,2-dihydropyridin-4-yl)-5-((tetrahydrofuran-3-yl)amino)pyrazolo[1,5-a]pyrimidin-3-yl)-N-methylbenzamide